F\C(=C/CN1C(C2=CC=CC=C2C1=O)=O)\C(SC1=C(C=CC=C1)O)(F)F (Z)-2-(3,4,4-trifluoro-4-((2-hydroxyphenyl)thio)but-2-en-1-yl)isoindoline-1,3-dione